ClC1=C(C(=CC=C1)F)N1C(C2=CC=C(C=C2C(C1)C(=C)C(F)(F)F)N1N=C(N(C1=O)CC)CO)=O 2-(2-chloro-6-fluorophenyl)-6-(4-ethyl-3-(hydroxymethyl)-5-oxo-4,5-dihydro-1H-1,2,4-triazol-1-yl)-4-(3,3,3-trifluoroprop-1-en-2-yl)-3,4-dihydroisoquinolin-1(2H)-one